Cl.NC(CO)(CO)CO tromethamine, hydrochloride